((7-(5-(chlorodifluoromethyl)-1,2,4-oxadiazol-3-yl)-2-methylimidazo[1,2-a]pyridin-3-yl)imino)(methyl)((1-methyl-1H-imidazol-4-yl)methyl)-λ6-sulfanone ClC(C1=NC(=NO1)C1=CC=2N(C=C1)C(=C(N2)C)N=S(=O)(CC=2N=CN(C2)C)C)(F)F